C(C)OC1=CC2=C(N=C(S2)NC(CSC2=C3N=CNC3=NC(=N2)C2=CC=C(C=C2)C)=O)C=C1 N-(6-ethoxy-1,3-benzothiazol-2-yl)-2-[[2-(p-tolyl)-9H-purin-6-yl]sulfanyl]acetamide